(2-amino-1-(3-hydroxy-2,6-dimethylphenyl)-5,6-dimethyl-1H-pyrrolo[2,3-b]pyridin-3-yl)(imidazo[1,2-a]pyridin-2-yl)methanone NC1=C(C=2C(=NC(=C(C2)C)C)N1C1=C(C(=CC=C1C)O)C)C(=O)C=1N=C2N(C=CC=C2)C1